[N+](=[N-])=C(C(=O)O)C([C@H](C)[C@H]1NC([C@@H]1[C@@H](C)OC1=NOC=C1)=O)=O (R)-2-diazo-4-((2R,3S)-3-((R)-1-(isoxazol-3-yloxy)ethyl)-4-oxoazetidin-2-yl)-3-oxopentanoic acid